C(C)(C)(C)OC(=O)N1CC2(CC2)[C@@H](C1)NC1=NC(=C(C=C1)C1=NN(C(=N1)C)C)C (7S)-7-{[5-(1,5-dimethyl-1H-1,2,4-triazol-3-yl)-6-methylpyridin-2-yl]amino}-5-azaspiro[2.4]heptane-5-carboxylic acid tert-butyl ester